(1r,3r)-1-methyl-3-((5-(pyrazolo[1,5-a]pyridin-5-yl)-7H-pyrrolo[2,3-d]pyrimidin-2-yl)amino)cyclobutan-1-ol CC1(CC(C1)NC=1N=CC2=C(N1)NC=C2C2=CC=1N(C=C2)N=CC1)O